3-{[(tert-butyldimethylsilyl)oxy]methyl}-5H,6H,7H,8H-[1,2,4]triazolo[4,3-a]pyridine-6-carboxylic acid [Si](C)(C)(C(C)(C)C)OCC1=NN=C2N1CC(CC2)C(=O)O